1-(hydroxymethyl)-5-azaspiro[2.4]heptane-5-carboxylic acid tert-butyl ester C(C)(C)(C)OC(=O)N1CC2(CC2CO)CC1